NC[C@@H](C(=O)N(C)OC)NC(OC(C)(C)C)=O tert-butyl (S)-(3-amino-1-(methoxy(methyl)amino)-1-oxopropan-2-yl)carbamate